4-bromopyrazolo[1,5-a]pyridine-5-carboxylate BrC=1C=2N(C=CC1C(=O)[O-])N=CC2